N-(3-fluoro-4-((1-isopropyl-2-keto-2,3-dihydro-1H-imidazo[4,5-b]pyridin-7-yl)oxy)phenyl)-1-(pyridin-4-yl)-5-(trifluoromethyl)-1H-pyrazole-4-carboxamide FC=1C=C(C=CC1OC1=C2C(=NC=C1)NC(N2C(C)C)=O)NC(=O)C=2C=NN(C2C(F)(F)F)C2=CC=NC=C2